2-(4,7-bis(carboxymethyl)-1,4,7-triazacyclonon-1-yl)glutaric acid C(=O)(O)CN1CCN(CCN(CC1)CC(=O)O)C(C(=O)O)CCC(=O)O